[Br-].C(CCCCCCCCCCCCCCCCC)O[N+](C)(C)OCCCCCCCCCCCCCCCCCC N,N-distearyloxy-N,N-dimethylammonium bromide